COC=1C=C(CN(C=2SC=C(N2)CNN2CCN(CC2)C)CC2=CC(=CC=C2)OC)C=CC1 N,N-bis(3-methoxybenzyl)-4-(((4-methylpiperazin-1-yl)amino)methyl)thiazol-2-amine